CC=1N=C2N(C=C(N=C2C)NC(=O)C=2C(=NC(=NC2)N(C2CCN(CC2)C(=O)OC(C)(C)C)C)OC)C1 tert-butyl 4-((5-((2,8-dimethylimidazo[1,2-a]pyrazin-6-yl)carbamoyl)-4-methoxypyrimidin-2-yl)(methyl)amino)piperidine-1-carboxylate